C(#N)C1=CC2=C(C(=NO2)C2=C(C=CC=C2)[C@H](CC2=NC(=CC=C2)OCCO)N)C=C1 (S)-1-[2-(6-Cyanobenzo[d]isoxazol-3-yl)phenyl]-2-[6-(2-hydroxyethoxy)pyridine-2-yl]ethan-1-amine